C(C1=CC=CC=C1)(=O)OCCCC(COS(=O)(=O)ON1[C@@H]2CC[C@H](N(C1=O)C2)C(N)=O)(C)C 5-(((((1R,2S,5R)-2-carbamoyl-7-oxo-1,6-diazabicyclo[3.2.1]octan-6-yl)oxy)sulfonyl)oxy)-4,4-dimethylpentyl benzoate